3-[3-(2-propyl)-1-cyclohexen-1-yl]propionaldehyde CC(C)C1C=C(CCC1)CCC=O